N-(5-(5-(difluoromethyl)-1,2,4-oxadiazol-3-yl)-2,3-dihydro-1H-inden-1-yl)-2-methylthiazole-5-carboxamide FC(C1=NC(=NO1)C=1C=C2CCC(C2=CC1)NC(=O)C1=CN=C(S1)C)F